ammonia ammonium bicarbonate C([O-])(O)=O.[NH4+].N